N-(tert-butyl)-2-(8'-oxo-5',6'-dihydro-spiro[indole-3,4'-thieno[2,3-c]azepine]-7'(8'H)-yl)-2-phenylacetamide C(C)(C)(C)NC(C(C1=CC=CC=C1)N1C(C2=C(C3(CC1)C=NC1=CC=CC=C13)C=CS2)=O)=O